BrC1=CN=C(S1)N(C=1C=NN(C1)C1OCCCC1)CC1CC1 5-bromo-2-{(cyclopropylmethyl)[1-(tetrahydro-2H-pyran-2-yl)-1H-pyrazol-4-yl]amino}thiazole